CC(CC(C)=O)C(NCC(NCCC(CC)=O)=O)=O 4-methyl-5,8-dioxo-2,12-dioxo-6,9-diazatetradecane